1-(5-((2,6-dichlorophenyl)ethynyl)-2,3-dihydro-1H-inden-1-yl)-azetidine-3-carboxylic acid methyl ester COC(=O)C1CN(C1)C1CCC2=CC(=CC=C12)C#CC1=C(C=CC=C1Cl)Cl